NC1=NC=NN2C1=C(C(=N2)C2=CC=C(C=C2)NC(C(=C)F)=O)C2=CC(=C(C=C2)OC2=NC=NC(=C2)C)F N-(4-(4-amino-5-(3-fluoro-4-((6-methylpyrimidin-4-yl)oxy)phenyl)pyrazolo[5,1-f][1,2,4]triazin-6-yl)phenyl)-2-fluoroacrylamide